2'-chloro-N-(6-hydroxy-4,5,6,7-tetrahydrobenzo[d]thiazol-2-yl)-5'-methoxy-6-methyl-[4,4'-bipyridine]-3-carboxamide ClC1=NC=C(C(=C1)C1=C(C=NC(=C1)C)C(=O)NC=1SC2=C(N1)CCC(C2)O)OC